4-(5-cyclopropyl-1H-pyrazol-3-yl)-N2-(1H-indazol-5-yl)quinazoline-2,4-diamine C1(CC1)C1=CC(=NN1)C1(NC(=NC2=CC=CC=C12)NC=1C=C2C=NNC2=CC1)N